NCC(CCO)C1=CC=C(C=C1)C(F)(F)F 4-amino-3-[4-(trifluoromethyl)phenyl]Butan-1-ol